4-(3-Phenyl-1,2,4-oxadiazol-5-yl)piperidine C1(=CC=CC=C1)C1=NOC(=N1)C1CCNCC1